C(C)C1(CC2(C1)N(S(C1=C(N(C2)C2=CC=C(C=C2)F)C=C(C(=C1)OCC(C(=O)O)(C)C)C(F)(F)F)(=O)=O)C)CC 3-[3',3'-diethyl-5-(4-fluorophenyl)-2-methyl-1,1-dioxo-7-(trifluoromethyl)-4,5-dihydro-2H-spiro[1lambda6,2,5-benzothiadiazepine-3,1'-cyclobutan]-8-yloxy]-2,2-dimethylpropanoic acid